ClC=1C=C(C=NC1)C1=C(NC=2C3=C(CCC12)C=CC=C3)C(=O)OC Methyl 3-(5-chloropyridin-3-yl)-4,5-dihydro-1H-benzo[g]indole-2-carboxylate